3β-hydroxycholenoic acid C[C@H](CCC(=O)O)[C@H]1CC[C@@H]2[C@@]1(CC[C@H]3[C@H]2CCC4[C@@]3(CC=C(C4)O)C)C